4,5-dicyano-1,2,3-triazolium C(#N)C1=NN[NH+]=C1C#N